N1(C=NC=C1)C=1C=C(CN(C2=CC(=CC=C2)COCCN2CCOCC2)CC2=CC(=CC=C2)OC)C=CC1 N-(3-(1H-imidazol-1-yl)benzyl)-N-(3-methoxybenzyl)-3-((2-morpholinoethoxy)methyl)aniline